NC(C(=O)NC1=C(C=CC(=C1)C=1SC=CC1)NC(OC(C)(C)C)=O)=O tert-butyl (2-(2-amino-2-oxoacetamido)-4-(thiophen-2-yl)phenyl)carbamate